(±)-cis-2-(4-chlorophenyl)cyclopentyl benzoate C(C1=CC=CC=C1)(=O)O[C@H]1[C@H](CCC1)C1=CC=C(C=C1)Cl |r|